N-((3R,5S)-5-((1H-1,2,3-triazol-1-yl)methyl)pyrrolidin-3-yl)-5-(5-cyano-2-cyclopropylphenyl)-N-cyclopropyl-1,3,4-oxadiazole-2-carboxamide TFA salt OC(=O)C(F)(F)F.N1(N=NC=C1)C[C@@H]1C[C@H](CN1)N(C(=O)C=1OC(=NN1)C1=C(C=CC(=C1)C#N)C1CC1)C1CC1